(E)-2-((dimethylamino)methyl)but-2-enoyl chloride hydrochloride Cl.CN(C)C/C(/C(=O)Cl)=C\C